2-(Isochroman-7-yl)acetic acid C1OCCC2=CC=C(C=C12)CC(=O)O